O[C@H]1C[C@@H](O[C@]1(C(F)(F)F)CO)N1C(NC(C=C1)=O)=O 1-((2R,4S,5R)-4-hydroxy-5-(hydroxymethyl)-5-(trifluoromethyl)tetrahydrofuran-2-yl)pyrimidine-2,4(1H,3H)-dione